N-((1s,3s)-3-methoxycyclobutyl)-2-(1-(2-methoxyethyl)-1H-imidazol-2-yl)thieno[2,3-d]pyrimidin-4-amine COC1CC(C1)NC=1C2=C(N=C(N1)C=1N(C=CN1)CCOC)SC=C2